O=C1NC(CCC1N1C(C2=CC=CC(=C2C1)/N=N/C1=CC(=C(OCC(=O)OC(C)(C)C)C(=C1)OC)OC)=O)=O Tert-butyl (E)-2-(4-((2-(2,6-dioxopiperidin-3-yl)-1-oxoisoindolin-4-yl)diazenyl)-2,6-dimethoxyphenoxy)acetate